C(C1=CC=CC=C1)NC(CCCCCC)=O N-benzyl-heptanamide